N1C(COCC1)=O 3-morpholon